ClC1=CC=2C(C3C(C(N(C3C3=CC(=C(C=C3)OC)O)CCCN(C)C)=O)(OC2C=C1)O)=O 7-Chloro-2-(3-(dimethylamino)propyl)-3a-hydroxy-1-(3-hydroxy-4-methoxyphenyl)-1,2,3a,9a-tetrahydrochromeno[2,3-c]pyrrole-3,9-dione